5-[(tert-butoxy)carbonyl]-3-methyl-4H,6H,7H,8H-pyrazolo[1,5-a][1,4]diazepine-2-carboxylic acid C(C)(C)(C)OC(=O)N1CC=2N(CCC1)N=C(C2C)C(=O)O